N-ethyl-N-propyltetradecylamine N-oxide C(C)[N+](CCC)(CCCCCCCCCCCCCC)[O-]